BrC1=C(C=C2C(=NC(N(C2=C1)C1=C(C=CC=C1C)C(C)C)=O)N1[C@H](CN(CC1)C(=O)OC(C)(C)C)C)Cl (S)-tert-Butyl 4-(7-bromo-6-chloro-1-(2-isopropyl-6-methylphenyl)-2-oxo-1,2-dihydroquinazolin-4-yl)-3-methylpiperazine-1-carboxylate